ClC=1N=C(C2=C(N1)N=C(C(=C2)Cl)C)C2=C(C=C(C=C2)Cl)F 2,6-dichloro-4-(4-chloro-2-fluorophenyl)-7-methylpyrido[2,3-d]pyrimidine